(4-((6,7-bis(2-methoxyethoxy)quinazolin-4-yl)oxy)-3-methoxyphenyl)-1-(4-fluorophenyl)-2-oxo-1,2,4,5,6,7-hexahydropyrazolo[1,5-a]pyridine-3-carboxamide COCCOC=1C=C2C(=NC=NC2=CC1OCCOC)OC1=C(C=C(C=C1)C1C=2N(CCC1)N(C(C2C(=O)N)=O)C2=CC=C(C=C2)F)OC